FC(C1=CC=C(C=N1)OCC(=O)N)(F)F [6-(trifluoromethyl)pyridin-3-yl]oxylacetamide